C[C@H]1[C@H]([C@H](C[C@@H](O1)O[C@@H]2[C@H](O[C@H](C[C@@H]2OC)O[C@H]3CC[C@@]4([C@H]5C[C@H]([C@@]6([C@@](CC[C@@]6([C@@]5(CC=C4C3)O)O)(C(=O)C)O)C)OC(=O)/C=C/C7=CC=CC=C7)C)C)OC)O The molecule is a steroid glycoside isolated from the roots of Cynanchum auriculatum and has been shown to exhibit cytotoxicity against human tumour cell lines. It has a role as a metabolite and an antineoplastic agent. It is a 17beta-hydroxy steroid, a cinnamate ester, a steroid ester, a deoxy oligosaccharide derivative, a methyl ketone, a steroid saponin and a tertiary alpha-hydroxy ketone. It derives from a hydride of a pregnane.